S1C(=NC2=C1C=CC=C2)\C(\CC(=O)O)=C\C=2C(=NN(C2)C)C=2C=C(C=CC2)C (E)-3-(benzo[d]thiazol-2-yl)-4-(1-methyl-3-(m-tolyl)-1H-pyrazol-4-yl)but-3-enoic acid